[C@H]12CN(C[C@H](CC1)N2)C2=NC(=NC1=C(C(=CC=C21)C2=CNC1=CC=CC(=C21)C2CC2)F)OCC21CCCN1CCC2 4-((1R,5S)-3,8-diazabicyclo[3.2.1]octan-3-yl)-7-(4-cyclopropyl-1H-indol-3-yl)-8-fluoro-2-((tetrahydro-1H-pyrrolizin-7a(5H)-yl)methoxy)quinazoline